N-[1-(benzenesulfonyl)-6-bromo-5-(2,5-dimethylpyrrol-1-yl)pyrrolo[3,2-b]pyridin-2-yl]benzamide C1(=CC=CC=C1)S(=O)(=O)N1C(=CC2=NC(=C(C=C21)Br)N2C(=CC=C2C)C)NC(C2=CC=CC=C2)=O